C(#N)C1(CCC(CC1)N1[C@H]2[C@@H](CCC1)CN(C2)C(=O)OCC)C2=CC=CC=C2 ethyl (4aS,7aS)-1-(4-cyano-4-phenylcyclohexyl)octahydro-6H-pyrrolo[3,4-b]pyridine-6-carboxylate